7-[1-[5-(3-aminopropyl)-2-oxo-1H-imidazol-3-yl]ethyl]-3-[3-fluoro-4-(methylsulfonylmethyl)phenyl]-1H-indole-2-carboxylic acid NCCCC1=CN(C(N1)=O)C(C)C=1C=CC=C2C(=C(NC12)C(=O)O)C1=CC(=C(C=C1)CS(=O)(=O)C)F